FC(CN1N=NC2=C1C=C(C=C2)C2=CNC=1N=C(N=CC12)NC1C[C@@H]2[C@@H](CN(C2)C(C)=O)C1)F 1-((3aR,5s,6aS)-5-((5-(1-(2,2-difluoroethyl)-1H-benzo[d][1,2,3]triazol-6-yl)-7H-pyrrolo[2,3-d]pyrimidin-2-yl)amino)hexahydrocyclopenta[c]pyrrol-2(1H)-yl)ethan-1-one